C(C1=CC=CC=C1)OC1=C(N2C(C3=CC(=CC=C13)C#C[Si](C)(C)C)=NC=N2)C(=O)OC Methyl 6-(benzyloxy)-9-((trimethylsilyl) ethynyl)-[1,2,4]triazolo[5,1-a]isoquinoline-5-carboxylate